C(C)OC(=O)C1=CC=C(C=C1)NC(=O)[C@@H]1N(C[C@H](C1)F)C(=O)OC(C)(C)C tert-butyl (2R,4S)-2-[(4-ethoxycarbonylphenyl)carbamoyl]-4-fluoro-pyrrolidine-1-carboxylate